26-oxo-2,5,8,11,14,17,20,23-octaoxa-27-azatriacontane O=C(CCOCCOCCOCCOCCOCCOCCOCCOC)NCCC